NC1=C(C=O)C=CC=C1OC1CC1 2-AMINO-3-CYCLOPROPOXYBENZALDEHYDE